2',6'-dimethoxy-4,4'-dihydroxychalcone COC1=C(C(/C=C/C2=CC=C(C=C2)O)=O)C(=CC(=C1)O)OC